4-(tert-butyl)-N-(6-(3,4-dimethoxyphenyl)-5-(2-trityl-2H-tetrazol-5-yl)pyrid-3-yl)cyclohexane-1-carboxamide C(C)(C)(C)C1CCC(CC1)C(=O)NC=1C=NC(=C(C1)C=1N=NN(N1)C(C1=CC=CC=C1)(C1=CC=CC=C1)C1=CC=CC=C1)C1=CC(=C(C=C1)OC)OC